BrC=1C=C(C=C(C1)C)C(CC)=O 1-(3-bromo-5-methylphenyl)propan-1-one